C(C)(C)(C)OC(=O)N1N=C(C(=C1)Br)C 4-bromo-3-methyl-pyrazole-1-carboxylic acid tert-butyl ester